C(C=1C(C(=O)[O-])=CC=CC1)(=O)[O-].C(CCCCCCC)[Sn+2]CCCCCCCC dioctyltin phthalate